C(#N)C(CNC1CCN(CC1)C(CN1N=C(C(=C1)NC(=O)C=1C=NN2C1N=CC=C2)C2=C(C=CC(=C2)SC2CC2)OC(F)F)=O)(C)C N-[1-(2-[4-[(2-cyano-2,2-dimethylethyl)amino]piperidin-1-yl]-2-oxoethyl)-3-[5-(cyclopropylsulfanyl)-2-(difluoromethoxy)phenyl]-1H-pyrazol-4-yl]pyrazolo[1,5-a]pyrimidine-3-carboxamide